2-(3-(5-amino-6-(3-methylisothiazol-5-yl)pyrazin-2-yl)-4-methylphenyl)-3,3,3-trifluoropropane-1,2-diol, trifluoroacetate salt FC(C(=O)O)(F)F.NC=1N=CC(=NC1C1=CC(=NS1)C)C=1C=C(C=CC1C)C(CO)(C(F)(F)F)O